F[C@H]1[C@H](O[C@@H]([C@H]1O)CO)N1C(N=C(C=C1)C=1C(=NC=C(C1)OC)C(=O)N)=O (1-((2s,3r,4r,5r)-3-fluoro-4-hydroxy-5-(hydroxymethyl)tetrahydrofuran-2-yl)-2-oxo-1,2-dihydropyrimidin-4-yl)-5-methoxypyridinecarboxamide